N-{4-[5-(trifluoromethyl)-1,2,4-oxadiazol-3-yl]benzyl}pyrimidin-2-amine FC(C1=NC(=NO1)C1=CC=C(CNC2=NC=CC=N2)C=C1)(F)F